C1=CC=C(C=2OC3=C(C21)C=CC=C3)C=3C=C(C=CC3)C=3C2=C(N=CN3)C3=C(O2)C=CC(=C3)C3=CC(=CC=C3)C3=CC=CC2=C3OC3=C2C=CC=C3 4,8-bis[3-(dibenzofuran-4-yl)phenyl]-benzofuro[3,2-d]pyrimidine